2-chloro-6,7-dihydro-5H-pyrrolo[3,4-d]pyrimidine hydrochloride Cl.ClC=1N=CC2=C(N1)CNC2